(1-benzyl-5-(((tert-butyldiphenylsilyl)oxy)methyl)pyrrolidin-2-yl)methanol tert-butyl-((3R,5R)-1-(1,6-dimethyl-5-nitro-1H-benzo[d]imidazol-2-yl)-5-fluoropiperidin-3-yl)carbamate C(C)(C)(C)N(C(=O)OCC1N(C(CC1)CO[Si](C1=CC=CC=C1)(C1=CC=CC=C1)C(C)(C)C)CC1=CC=CC=C1)[C@H]1CN(C[C@@H](C1)F)C1=NC2=C(N1C)C=C(C(=C2)[N+](=O)[O-])C